COC1=CC=2C(=NOC2)C=C1 5-methoxybenzo[c]isoxazole